O[C@@H]1CC[C@H](CC1)C(=O)N(C1=CC(=CC=C1)C=1C=NN(C1)C(F)(F)F)C[C@@H]1CC[C@H](CC1)C1=CC(=C(C=C1)OC)C trans-4-hydroxy-N-((trans-4-(4-methoxy-3-methylphenyl)cyclohexyl)methyl)-N-(3-(1-(trifluoromethyl)-1H-pyrazol-4-yl)phenyl)cyclohexanecarboxamide